P(=O)(OCCN(CCCCCCCC)CCCCCCCC)(OCCCCCCCCC)O (dioctylamino)ethyl nonyl hydrogen phosphate